C1(CC1)C1C(O1)C(=O)[O-] 3-cyclopropyloxirane-2-carboxylate